FC(C1=NN(C(=C1)C)C1=NC(=CC=C1C(C)O)C=1C=NN2C1C=CC(=C2)OC=2N=NC(=CC2)C)F 1-[2-[3-(difluoromethyl)-5-methylpyrazol-1-yl]-6-[6-(6-methylpyridazin-3-yl)oxypyrazolo[1,5-a]pyridin-3-yl]pyridin-3-yl]ethanol